4-(5-phenyl-4,5-dihydro-1H-pyrazol-1-yl)-N-(3,4,5-trimethoxyphenyl)thieno[3,2-d]pyrimidin-2-amine C1(=CC=CC=C1)C1CC=NN1C=1C2=C(N=C(N1)NC1=CC(=C(C(=C1)OC)OC)OC)C=CS2